1-(3,5-di-tert-butyl-4-hydroxybenzyl)-3-butylimidazole hexafluorophosphate F[P-](F)(F)(F)(F)F.C(C)(C)(C)C=1C=C(CN2CN(C=C2)CCCC)C=C(C1O)C(C)(C)C